CCC(CC)N(C(CC)CC)C(CC)CC tris(3-pentyl)amine